O=C1N(C(C2=CC=CC=C12)=O)CCCC(C=O)F 5-(1,3-dioxoisoindolin-2-yl)-2-fluoropentanal